6-bromo-2-methyl-1-propan-2-yl-7-(trifluoromethyl)imidazo[1,2-a]pyrimidin-5-one BrC1=C(N=C2N(C1=O)C=C(N2C(C)C)C)C(F)(F)F